C1(CCCCC1)P(C1=CC(=CC=C1)P(C1CCCCC1)C1CCCCC1)C1CCCCC1 2,6-bis(dicyclohexylphosphino)-benzene